1-(3-ethoxy-3-oxopropionylamino)pyridin-1-ium C(C)OC(CC(=O)N[N+]1=CC=CC=C1)=O